C(C=C)(=O)OCCCCC[Si](I)(I)I acryloxypentyltriiodosilane